FC=1C(=NC=CC1)[C@@H](C)NC=1SC(=CN1)C(=O)N1CCC(CC1)N1C[C@@H](CCC1)C (2-{[(1R)-1-(3-Fluoropyridin-2-yl)ethyl]amino}-1,3-thiazol-5-yl)[(3R)-3-methyl[1,4'-bipiperidine]-1'-yl]methanone